4-(cyclopropylmethyl)piperazine C1(CC1)CN1CCNCC1